NC=1C=C(OCCCC(=O)OC(C)(C)C)C=C(C1)OC tert-butyl 4-(3-amino-5-methoxyphenoxy)-butanoate